C[C@@H]1CN(C(=CC1)C1=CC=2N(C=C1)C=C(N2)C2CCN(CC2)C)C(=O)OC(C)(C)C tert-Butyl (3S)-3-methyl-6-[2-(1-methyl-4-piperidyl)imidazo[1,2-a]pyridin-7-yl]-3,4-dihydro-2H-pyridine-1-carboxylate